2-Cyclobutyl-2'-methyl-1'H-spiro[benzo[d][1,3]oxazine-4,4'-isoquinoline]-1',3'(2'H)-dione C1(CCC1)C=1OC2(C(N(C(C3=CC=CC=C23)=O)C)=O)C2=C(N1)C=CC=C2